3-(4-(3-(1-(4-(5-(difluoromethyl)-1,3,4-oxadiazol-2-yl)-2-fluorobenzyl)-1H-1,2,3-triazol-4-yl)phenyl)piperidin-1-yl)azetidine-1-carboxylic acid tert-butyl ester C(C)(C)(C)OC(=O)N1CC(C1)N1CCC(CC1)C1=CC(=CC=C1)C=1N=NN(C1)CC1=C(C=C(C=C1)C=1OC(=NN1)C(F)F)F